3-((8-chloro-1-(2,6-dichloro-4-hydroxyphenyl)-2-methyl-4-oxo-1,4-dihydro-1,6-naphthyridin-5-yl)oxy)propenamide ClC=1C=NC(=C2C(C=C(N(C12)C1=C(C=C(C=C1Cl)O)Cl)C)=O)OC=CC(=O)N